ClC1=C2CC(CC2=CC=C1)=O 4-chloroindan-2-one